N1C=NC=2CNCCC21 4H,5H,6H,7H-imidazo[4,5-c]pyridine